C1(CC1)C=1C=C(C=CC1[N+](=O)[O-])N1[C@@H]2CN([C@H](C1)C2)C(=O)OC(C)(C)C tert-butyl (1S,4S)-5-(3-cyclopropyl-4-nitrophenyl)-2,5-diazabicyclo[2.2.1]heptane-2-carboxylate